S-(7-((4-(4-acetamidophenyl)thiazol-2-yl)amino)-7-oxoheptyl) 3-phenylpropanethioate C1(=CC=CC=C1)CCC(SCCCCCCC(=O)NC=1SC=C(N1)C1=CC=C(C=C1)NC(C)=O)=O